1-ETHYL-1H-PYRROLE-3-CARBOXYLIC ACID C(C)N1C=C(C=C1)C(=O)O